carbon potassium chlorofluoride salt ClF.[K].[C]